FC=1C=C(CNCCCCOC2CN(C2)C2=C3C=NNC3=CC(=C2)C2=CN=NC=C2)C=CC1OC(F)(F)F N-(3-fluoro-4-(trifluoromethoxy)benzyl)-4-((1-(6-(pyridazin-4-yl)-1H-indazol-4-yl)azetidin-3-yl)oxy)butan-1-amine